1-(3-Fluoroazetidin-1-yl)-2-[6-[5-(trifluoromethyl)-2-thienyl]pyrazolo[4,3-b]pyridin-1-yl]ethanone FC1CN(C1)C(CN1N=CC2=NC=C(C=C21)C=2SC(=CC2)C(F)(F)F)=O